copper-zinc suberate C(CCCCCCC(=O)[O-])(=O)[O-].[Zn+2].[Cu+2].C(CCCCCCC(=O)[O-])(=O)[O-]